methyl (2R)-2-amino-3-hydroxy-propanoate N[C@@H](C(=O)OC)CO